BrC1=C2C=CNC(C2=C(C=C1)Cl)=O 5-bromo-8-chloroisoquinolin-1(2H)-one